ClC=1C=C2C(=CC(=NC2=CC1)C(F)(F)F)NC1CCC(CC1)NC(C1=CC=CC=C1)=O N-((1s,4s)-4-((6-chloro-2-(trifluoromethyl)quinolin-4-yl)amino)cyclohexyl)benzamide